N-butyl-7-cyclohexyl-5-[4-[(piperazin-1-yl)methyl]phenyl]-7H-pyrrolo[2,3-d]pyrimidin-2-amine C(CCC)NC=1N=CC2=C(N1)N(C=C2C2=CC=C(C=C2)CN2CCNCC2)C2CCCCC2